fluoroleucine ethyl ester C(C)OC([C@@H](NF)CC(C)C)=O